tert-Butyl 4-[2-[2-chloro-4-(4-chlorophenyl)-5-(4-pyridyl)imidazol-1-yl]acetyl]piperazine-1-carboxylate ClC=1N(C(=C(N1)C1=CC=C(C=C1)Cl)C1=CC=NC=C1)CC(=O)N1CCN(CC1)C(=O)OC(C)(C)C